ClC1=CC2=C(N=CN=C2C23CC(C2)(C3)C(F)(F)F)N=C1C 6-chloro-7-methyl-4-(3-(trifluoromethyl)bicyclo[1.1.1]pentan-1-yl)pyrido[2,3-d]pyrimidin